3,9-diisodecyloxy-2,4,8,10-tetraoxa-3,9-diphosphaspiro[5.5]undecane C(CCCCCCC(C)C)OP1OCC2(CO1)COP(OC2)OCCCCCCCC(C)C